C1(=CC=CC=C1)C(C1(NNC(=C1)C(=O)N)C(F)(F)F)NCC1=CC=NC=C1 3-(phenyl-((pyridin-4-ylmethyl)amino)methyl)-3-(trifluoromethyl)-1H-pyrazole-5-carboxamide